ClC=1C=CC2=C(N=C(O2)C23CCC(CC2)(CC3)NC(=O)C3CC2(CS(C2)(=O)=O)C3)C1 N-[4-(5-chloro-1,3-benzoxazol-2-yl)-1-bicyclo[2.2.2]octanyl]-2,2-dioxo-2λ6-thiaspiro[3.3]heptane-6-carboxamide